O=S1(CCN(CC1)C(=O)OC[C@H]1O[C@@]([C@@H]([C@@H]1O)O)(C#N)C1=CC=C2C(=NC=NN21)N)=O [(2R,3S,4R,5R)-5-(4-aminopyrrolo[2,1-f][1,2,4]triazin-7-yl)-5-cyano-3,4-dihydroxy-tetrahydrofuran-2-yl]methyl 1,1-dioxo-1,4-thiazinane-4-carboxylate